N-(1-(6-methyl-1-(4-(trifluoromethyl)phenyl)-1H-pyrazolo[4,3-b]pyridin-3-yl)pyrrolidin-3-yl)acrylamide CC=1C=C2C(=NC1)C(=NN2C2=CC=C(C=C2)C(F)(F)F)N2CC(CC2)NC(C=C)=O